2-[(3,6-diphenyl-1,2,4-triazin-5-yl)sulfanyl]-N-methyl-propanamide C1(=CC=CC=C1)C=1N=NC(=C(N1)SC(C(=O)NC)C)C1=CC=CC=C1